3-bromo-2-methyl-2,6-dihydro-7H-pyrrolo[4,3,2-cJ]indazol-7-one BrC1=NC=2C3=C1N(N=C3C(CC2)=O)C